(4-cyanophenyl)(phenyl)iodonium tetrafluoroborate F[B-](F)(F)F.C(#N)C1=CC=C(C=C1)[I+]C1=CC=CC=C1